3-(2-Morpholinoethyl)-6-(2-(thiophen-3-yl)-1H-benzo[d]imidazol-6-yl)quinazolin-4(3H)-one O1CCN(CC1)CCN1C=NC2=CC=C(C=C2C1=O)C=1C=CC2=C(NC(=N2)C2=CSC=C2)C1